5-(6-methoxypyridin-3-yl)-7-(trifluoromethyl)pyrazolo[1,5-a]pyrimidine COC1=CC=C(C=N1)C1=NC=2N(C(=C1)C(F)(F)F)N=CC2